C(N)(=N)N1CC(C1)C(=O)O 1-carbamimidoyl-azetidine-3-carboxylic acid